ethyl 2-((7-fluoro-5-(2-methoxy-pyridin-4-yl)-2,3-dihydro-1H-inden-4-yl) amino)-5-(isoxazol-3-yl)-4,5-dihydro-oxazole-5-carboxylate FC=1C=C(C(=C2CCCC12)NC=1OC(CN1)(C(=O)OCC)C1=NOC=C1)C1=CC(=NC=C1)OC